CC1(C(C(=CC2(CN(CCO2)C(=O)C2(CCC2)C(F)(F)F)C1)C#N)=O)C 10,10-dimethyl-9-oxo-4-[1-(trifluoromethyl)cyclobutane-1-carbonyl]-1-oxa-4-azaspiro[5.5]undec-7-ene-8-carbonitrile